Cl.Cl.C1=NC=CC2=C(C=CC=C12)N1CC(C(C1)C=1SC=CC1)C(=O)N (Isoquinolin-5-yl)-4-(thiophen-2-yl)pyrrolidine-3-carboxamide dihydrochloride